ClC1=NC=C(C(=C1)C1=C(C=NC(=C1)C)C(=O)NC=1SC2=C(N1)CN(C2)C(=O)C=2C(=NN(C2)C)Cl)OC 2'-Chloro-N-(5-(3-chloro-1-methyl-1H-pyrazole-4-carbonyl)-5,6-dihydro-4H-pyrrolo[3,4-d]thiazol-2-yl)-5'-methoxy-6-methyl-[4,4'-bipyridine]-3-carboxamide